N'-[1-(3-chloro-2-fluoro-phenyl)-2-methyl-propyl]-N'-(2,2-difluoroethyl)ethane-1,2-diamine ClC=1C(=C(C=CC1)C(C(C)C)N(CCN)CC(F)F)F